((3aS,4R,6S,6aS)-6-(4-aminopyrrolo[2,1-f][1,2,4]triazin-7-yl)-4-cyano-2,2-dimethyltetrahydrofuro[3,4-d][1,3]dioxol-4-yl)methyl 2-ethylbutanoate C(C)C(C(=O)OC[C@]1(O[C@H]([C@@H]2OC(O[C@@H]21)(C)C)C2=CC=C1C(=NC=NN12)N)C#N)CC